7-(3-(2-methoxypyridin-4-yl)-7,8-dihydro-1,6-naphthyridin-6(5H)-yl)-8-methyl-4H-pyrimido[1,2-b]pyridazin-4-one COC1=NC=CC(=C1)C=1C=NC=2CCN(CC2C1)C=1C(=CC=2N(N1)C(C=CN2)=O)C